C(C)(C)C1=C(C(=CC=C1)C(C)C)N=NNC1=C(C=CC=C1C(C)C)C(C)C 1,3-bis(2,6-diisopropylphenyl)-triazene